(3aS,4S,6R,6aR)-6-(6-amino-9H-purin-9-yl)-N-(4-(5-fluoro-6-((hydroxyimino)methyl)pyridin-2-yl)but-3-yn-1-yl)-2,2-dimethyltetrahydrofuro[3,4-d][1,3]dioxole-4-carboxamide NC1=C2N=CN(C2=NC=N1)[C@@H]1O[C@@H]([C@@H]2[C@H]1OC(O2)(C)C)C(=O)NCCC#CC2=NC(=C(C=C2)F)C=NO